ClC1=C(COC=2C=C3CCC(C3=C(C2)F)N2CCC(CC2)C(=O)OC)C(=CC=C1)Cl methyl 1-(5-((2,6-dichlorobenzyl)oxy)-7-fluoro-2,3-dihydro-1H-inden-1-yl)piperidine-4-carboxylate